CC1C2C=CC1C=C2 7-Methyl-2,5-Norbornadien